2-(3-(1H-imidazol-1-yl)propyl)-2-amino-6-boronohexanoic acid N1(C=NC=C1)CCCC(C(=O)O)(CCCCB(O)O)N